6-bromo-2-ethylmorpholine BrC1OC(CNC1)CC